methyl 2-[(4-tert-butoxy-4-oxobutyl)amino]-2-methylpropanoate C(C)(C)(C)OC(CCCNC(C(=O)OC)(C)C)=O